tert-butyl 3-(1-(4-fluorophenyl)-1H-pyrazol-3-yl)-2,5-dihydro-1H-pyrrole-1-carboxylate FC1=CC=C(C=C1)N1N=C(C=C1)C=1CN(CC1)C(=O)OC(C)(C)C